(S)-4-[3-(4-Amino-2-methyl-pyrido[3,2-d]pyrimidin-6-yl)phenyl]-2-pyrimidin-2-yl-but-3-yn-2-ol NC=1C2=C(N=C(N1)C)C=CC(=N2)C=2C=C(C=CC2)C#C[C@](C)(O)C2=NC=CC=N2